((S)-4-amino-3-methyl-1,3-dihydrofuro[3,4-c][1,7]naphthyridin-8-yl)((S)-3-(4-(trifluoromethyl)phenyl)morpholino)methanone NC1=NC=2C=NC(=CC2C2=C1[C@@H](OC2)C)C(=O)N2[C@H](COCC2)C2=CC=C(C=C2)C(F)(F)F